ClC=1C(=C2CC(CC2=CC1)NC=1C=CC(=NC1)C(C(F)(F)F)N1C([C@H](CCC1)NS(=O)(=O)C)=O)F N-((3S)-1-(1-(5-((5-Chloro-4-fluoro-2,3-dihydro-1H-inden-2-yl)amino)pyridin-2-yl)-2,2,2-trifluoroethyl)-2-oxopiperidin-3-yl)methanesulfonamide